C1(CCCC1)N1C(=CC2=C1N=C(N=C2)NC2=CC=C(C=C2)S(N)(=O)=O)C(=O)N(C)C 7-cyclopentyl-N,N-dimethyl-2-((4-sulfamoylphenyl)amino)-7H-pyrrolo[2,3-d]pyrimidine-6-carboxamide